tetracarbonyl-dichlororhodium C(=O)=[Rh](Cl)(Cl)(=C=O)(=C=O)=C=O